2,2-dideuterio-2-(2,6-dichlorophenyl)ethanol [2H]C(CO)(C1=C(C=CC=C1Cl)Cl)[2H]